OC1=CC(=CC=2C=CSC21)C(=O)O 7-Hydroxy-1-benzothiophene-5-carboxylic acid